2-chloro-3-(1-phenyl-2,5,8,11,14-pentaoxahexadecan-16-yl)-4-(piperidin-1-yl)pyridine ClC1=NC=CC(=C1CCOCCOCCOCCOCCOCC1=CC=CC=C1)N1CCCCC1